1,2,4,6-tetrakis(trifluoromethylsulfonyl)-2H-aluminine FC(S(=O)(=O)[Al]1C(C=C(C=C1S(=O)(=O)C(F)(F)F)S(=O)(=O)C(F)(F)F)S(=O)(=O)C(F)(F)F)(F)F